3-(2-(2,6-Dioxopiperidin-3-yl)-1-oxoisoindolin-4-yl)prop-2-yn-1-yl 4-(8-(7-acetyl-3-(tetrahydro-2H-pyran-4-yl)-5,6,7,8-tetrahydroimidazo[1,5-a]pyrazin-1-yl)isoquinolin-3-yl)benzoate C(C)(=O)N1CC=2N(CC1)C(=NC2C=2C=CC=C1C=C(N=CC21)C2=CC=C(C(=O)OCC#CC1=C3CN(C(C3=CC=C1)=O)C1C(NC(CC1)=O)=O)C=C2)C2CCOCC2